ethyl-2-butanol C(C)CC(CC)O